N-(3-(2-(4-(2,3-dichlorophenyl)piperazin-1-yl)ethyl)cyclobutyl)pyridine-3-sulfonamide cinnamyl-oleate C(C=CC1=CC=CC=C1)OC(CCCCCCC\C=C/CCCCCCCC)=O.ClC1=C(C=CC=C1Cl)N1CCN(CC1)CCC1CC(C1)NS(=O)(=O)C=1C=NC=CC1